N-(3,3,3-trifluoropropyl)-1H-benzimidazole-5-carboxamide FC(CCNC(=O)C1=CC2=C(NC=N2)C=C1)(F)F